5-(cyclopentylmethyl)-N-(4-(5-(2-isopropoxyethoxy)-2-(trifluoromethyl)phenyl)pyridin-2-yl)-4H-1,2,4-triazole-3-carboxamide C1(CCCC1)CC=1NC(=NN1)C(=O)NC1=NC=CC(=C1)C1=C(C=CC(=C1)OCCOC(C)C)C(F)(F)F